(2R,3R,4R,5S)-2-(hydroxymethyl)-5-(phenoxymethyl)tetrahydro-2H-pyran-3,4-diol OC[C@H]1OC[C@H]([C@H]([C@H]1O)O)COC1=CC=CC=C1